(1H)-pyridone N1C(C=CC=C1)=O